(S)-1-(2-methyl-4-tosylmorpholin-2-yl)propan-2-one C[C@@]1(CN(CCO1)S(=O)(=O)C1=CC=C(C)C=C1)CC(C)=O